F[C@@H]1[C@@H](C1)C(=O)NC=1SC2=C(N1)C=CC(=C2)C2=CC=C1C=NNC1=C2C (1s,2s)-2-fluoro-N-(6-(7-methyl-1H-indazol-6-yl)benzo[d]thiazol-2-yl)cyclopropane-1-carboxamide